BrC=1C=C2C(=CN(C2=CC1)CC(=O)N/N=C/C=1SC=CC1)C1=N[C@H]([C@@H](NC1=O)C1=CC=CC=C1)C1=CC=CC=C1 2-(5-bromo-3-((5S,6S)-3-oxo-5,6-diphenyl-3,4,5,6-tetrahydropyrazin-2-yl)-1H-indol-1-yl)-N'-((E)-thiophen-2-ylmethylene)acethydrazide